9-(benzofuran-5-yl)-6,7-dimethoxynaphtho[2,3-c]furan-1(3H)-onecarboxamide O1C=CC2=C1C=CC(=C2)C2=C1C=C(C(=CC1=CC1=C2C(OC1C(=O)N)=O)OC)OC